C1(=CC=CC=C1)[C@@H]1[C@H](C1)NC(=O)[C@@H]1CN(C[C@H]1C(N[C@@H]1[C@H](C1)C1=CC=CC=C1)=O)C(=O)C1=CC=C(C(=O)N2C[C@@H](C[C@@H](C2)C(=O)OC)C(=O)OC)C=C1 |o1:39,41| dimethyl (3R*,5S*)-1-(4-((3S,4S)-3,4-bis(((S,2R)-2-phenylcyclopropyl) carbamoyl)pyrrolidine-1-carbonyl)benzoyl)piperidine-3,5-dicarboxylate